C(C)[C@]12[C@H]3CC[C@@]4([C@H](CC[C@H]4[C@@H]3CC[C@@H]2C[C@](CC1)(C)O)C(=O)C1=C(C=CC=C1)C)C ((3R,5R,8S,9S,10S,13S,14S,17S)-10-ethyl-3-hydroxy-3,13-dimethylhexadecahydro-1H-cyclopenta[a]phenanthren-17-yl)(o-tolyl)methanone